NCC(CN1N=CN(C1=O)CC=1SC2=C(C1)C=CC(=C2)C2=CC=C(C=C2)N2CCNCC2)=C(F)F 2-[2-(aminomethyl)-3,3-difluoro-allyl]-4-[[6-(4-piperazin-1-ylphenyl)benzothien-2-yl]methyl]-1,2,4-triazol-3-one